Isoleucine-tert-butyl ester C(C)(C)(C)OC([C@@H](N)[C@@H](C)CC)=O